{4-[8-amino-3-methyl-5-(piperazine-1-carbonyl)imidazo[1,5-a]pyrazin-1-yl]naphthalen-1-yl}-1-[3-(trifluoromethyl)phenyl]urea NC=1C=2N(C(=CN1)C(=O)N1CCNCC1)C(=NC2C2=CC=C(C1=CC=CC=C21)N(C(=O)N)C2=CC(=CC=C2)C(F)(F)F)C